(RS)-6-(tert-butyl)-2-cyclopropyl-3-(3-methoxypropoxy)-9-oxo-9,10-dihydro-6H-pyrano[3,2-b:4,5-b']dipyridine-8-carboxylic acid C(C)(C)(C)[C@H]1OC=2C(=NC(=C(C2)OCCCOC)C2CC2)C=2NC(C(=CC21)C(=O)O)=O |r|